2-((2S,4S)-4-(7-(2,3-dimethylphenyl)-6-fluoro-8-methyl-4-(((S)-1-methylpyrrolidin-2-yl)methoxy)-1H-[1,2,3]triazolo[4,5-c]quinolin-1-yl)piperidin-2-yl)acetonitrile CC1=C(C=CC=C1C)C=1C(=CC=2C3=C(C(=NC2C1F)OC[C@H]1N(CCC1)C)N=NN3[C@@H]3C[C@H](NCC3)CC#N)C